COC=1C=2N(C=C(C1)C1=C(C(=NN1)C=1SC(=CN1)C1CCN(CC1)CC(=O)O)CC(F)(F)F)N=CN2 2-(4-(2-(5-(8-methoxy-[1,2,4]triazolo[1,5-a]pyridin-6-yl)-4-(2,2,2-trifluoroethyl)-1H-pyrazol-3-yl)thiazol-5-yl)piperidin-1-yl)acetic acid